C(C)(C)(C)OC(=O)N1[C@@H](C[C@@H](C1)F)C(=O)N[C@@H]1C[C@@H](N(C1)C(=O)OCC1=CC=CC=C1)C(=O)OC 1-Benzyl 2-methyl (2R,4R)-4-((2S,4S)-1-(tert-butoxycarbonyl)-4-fluoropyrrolidine-2-carboxamido)pyrrolidine-1,2-dicarboxylate